di-methylolpropane C(O)C(C)(C)CO